2-(Alpha-butylbenzyl)-3-hydroxybutyric acid C(CCC)C(C1=CC=CC=C1)C(C(=O)O)C(C)O